OCN1CCNCC1 4-(hydroxymethyl)piperazine